3-((3-bromophenyl)(4-methyl-4H-1,2,4-triazol-3-yl)methyl)cyclobutanol BrC=1C=C(C=CC1)C(C1CC(C1)O)C1=NN=CN1C